tributyl-{(chlorodimethylsilyl)methyl}phosphonium chloride [Cl-].C(CCC)[P+](C[Si](C)(C)Cl)(CCCC)CCCC